C(=O)(OC(C)(C)C)N1C(=CC=CC1)C1=NC=CC=C1C1=NC=CC=C1 N-Boc-terpyridine